2-(4-Chlorophenyl)-N-(pyrrolidin-3-yl)acetamide trifluoroacetic acid salt FC(C(=O)O)(F)F.ClC1=CC=C(C=C1)CC(=O)NC1CNCC1